C(C)N(CC)P N,N-diethylaminophosphine